1-(3-bromophenyl)-3-(3,5-dichloro-2-hydroxymethylphenyl)urea BrC=1C=C(C=CC1)NC(=O)NC1=C(C(=CC(=C1)Cl)Cl)CO